6-fluoro-5-methyl-7-{3-[(5-methyl-1-propyl-1H-pyrazol-3-yl)carbamoyl]azetidin-1-yl}-4-oxo-1-(1,2,4-thiadiazol-5-yl)-1,4-dihydro-1,8-naphthyridine-3-carboxylic acid FC=1C(=C2C(C(=CN(C2=NC1N1CC(C1)C(NC1=NN(C(=C1)C)CCC)=O)C1=NC=NS1)C(=O)O)=O)C